6-fluorobenzo[d][1,3]Dioxole-5-carbaldehyde FC=1C(=CC2=C(OCO2)C1)C=O